NCCOCCOCCOCCOCCOCCSC1=C2CN(C(C2=CC=C1)=O)C1C(NC(CC1)=O)=O 3-(4-((17-amino-3,6,9,12,15-pentaoxaheptadecyl)thio)-1-oxoisoindolin-2-yl)piperidine-2,6-dione